C(C=C)(=O)N1C(OC2([C@@H]1C)CCN(CC2)C(=O)OC(C)(C)C)C tert-butyl (4S)-3-acryloyl-2,4-dimethyl-1-oxa-3,8-diazaspiro[4.5]decane-8-carboxylate